N1(CCSCC1)CCC=1SC(=C(N1)C(F)(F)F)C(=O)NC(C)C1=CC(=CC=C1)C(F)(F)F 2-[2-(4-thiomorpholinyl)ethyl]-4-(trifluoromethyl)-N-[1-[3-(trifluoromethyl)phenyl]ethyl]-5-thiazolecarboxamide